COC(=O)N1CC=2N=CN=CC2CC1 5,8-dihydropyrido[3,4-d]pyrimidine-7(6H)-carboxylic acid methyl ester